7-(3-(1,3-dioxolane-2-yl)-4-(methoxycarbonyl)phenyl)-2,7-diazaspiro[3.5]nonane-2-carboxylic acid tert.Butyl ester C(C)(C)(C)OC(=O)N1CC2(C1)CCN(CC2)C2=CC(=C(C=C2)C(=O)OC)C2OCCO2